C(C)(C)(C)OC(=O)N(C(OC(C)(C)C)=O)C1=NN2C(C=C(C=C2)C2=C(C(=CC=C2F)OCCC(C(C)(O[Si](CC)(CC)CC)C2=CC=C(C=C2)F)(F)F)F)=N1 tert-butyl (tert-butoxycarbonyl)(7-(3-((3,3-difluoro-4-(4-fluorophenyl)-4-((triethylsilyl)oxy)pentyl)oxy)-2,6-difluorophenyl)-[1,2,4]triazolo[1,5-a]pyridin-2-yl)carbamate